C(C1=CC=CC=C1)OCC[C@H](CNC(=O)OC(C)(C)C)N1N=C(C=C1C(=O)OCC)Br |r| ethyl 1-{(2RS)-4-(benzyloxy)-1-[(tert-butoxycarbonyl)amino]butan-2-yl}-3-bromo-1H-pyrazole-5-carboxylate